N-isopropyl-2-[4-(4-oxo-5-propyl-3H-imidazo[2,1-b]purin-2-yl)pyrazol-1-yl]acetamide C(C)(C)NC(CN1N=CC(=C1)C1=NC=2N3C(N(C(C2N1)=O)CCC)=NC=C3)=O